ClCCOP(=O)(OCCCl)OCCCl tri(2-chloroethyl)phosphate